CO[C@@H]1C[C@H]([C@@H](CC1)OC1=C2C=CN(C2=C(C=C1C)C)C(=O)OC(C)(C)C)C1=CC=C(C=C1)C(=O)OC |r| racemic-tert-butyl 4-(((1R*,2S*,4S*)-4-methoxy-2-(4-(methoxycarbonyl)phenyl)cyclohexyl)oxy)-5,7-dimethyl-1H-indole-1-carboxylate